tert-butyl (tert-butoxycarbonyl)(4,4-diethoxybutyl)carbamate C(C)(C)(C)OC(=O)N(C(OC(C)(C)C)=O)CCCC(OCC)OCC